{6-[(2R)-2-isopropylpiperazin-1-yl]-1-methylindazol-3-yl}-1,3-diazinane-2,4-dione C(C)(C)[C@H]1N(CCNC1)C1=CC=C2C(=NN(C2=C1)C)N1C(NC(CC1)=O)=O